CC(CCCC)CCCCCC(CCCCCC)C 5,11-Dimethylheptadecane